(E)-ethyl 2-cyano-3-((4-nitrophenyl)amino)acrylate C(#N)/C(/C(=O)OCC)=C\NC1=CC=C(C=C1)[N+](=O)[O-]